C1(CC1)C=1C(=CC(=C(CN2CCC3(CC(N(C3)C3=CC=C(C=C3)P(O)(O)=O)=O)CC2)C1)OCC)C(=O)OC (4-(8-(5-cyclopropyl-2-ethoxy-4-(methoxycarbonyl)benzyl)-3-oxo-2,8-diazaspiro[4.5]decan-2-yl)phenyl)phosphonic acid